[Cl-].ClC1=NC(=NC(=N1)NCCCCCCCCCCCCCC)[N+]1(CCOCC1)CC 4-(4-Chloro-6-(tetradecylamino)-1,3,5-triazin-2-yl)-4-ethylmorpholin-4-ium chlorid